tert-butyl 2-oxo-7-azabicyclo[2.2.1]heptane-7-carboxylate O=C1C2CCC(C1)N2C(=O)OC(C)(C)C